(S)-(2-(6-(2-ethyl-5-fluoro-4-hydroxyphenyl)-1H-indazol-3-yl)-4,6-dihydropyrrolo[3,4-d]imidazol-5(1H)-yl)(3-hydroxylpyrrolidin-1-yl)ketone C(C)C1=C(C=C(C(=C1)O)F)C1=CC=C2C(=NNC2=C1)C1=NC2=C(N1)CN(C2)[C@H]2N(CCC2O)C(=O)N2[C@@H](C(CC2)O)N2CC=1NC(=NC1C2)C2=NNC1=CC(=CC=C21)C2=C(C=C(C(=C2)F)O)CC